BrC1=C(N=C2N(C1=O)C=CC=C2C2=CC=C(C=C2)C(=O)N2CCC=1C2=NC=CC1)C(F)(F)F 3-bromo-9-(4-(2,3-dihydro-1H-pyrrolo[2,3-b]pyridin-1-ylcarbonyl)phenyl)-2-(trifluoromethyl)-4H-pyrido[1,2-a]pyrimidin-4-one